(3S,4S)-4-difluoromethyl-3-ethyl-1-methylpiperidine-3-carboxylic acid methyl ester COC(=O)[C@@]1(CN(CC[C@@H]1C(F)F)C)CC